tert-butyl (2-(2-((2-(2,6-dioxopiperidin-3-yl)-1,3-dioxoisoindolin-5-yl)amino) ethoxy)ethyl)-carbamate O=C1NC(CCC1N1C(C2=CC=C(C=C2C1=O)NCCOCCNC(OC(C)(C)C)=O)=O)=O